CC=1C(=NC(=CC1C)N1CCNC2(CC2)C1)C1=NC2=CC(=NC=C2C=C1)CNC(=O)C1=CC2=C(C=N1)CCN2S(=O)(=O)C N-((2-(3,4-dimethyl-6-(4,7-diazaspiro[2.5]octan-7-yl)pyridin-2-yl)-1,6-naphthyridin-7-yl)methyl)-1-(methylsulfonyl)-2,3-dihydro-1H-pyrrolo[3,2-c]pyridine-6-carboxamide